CC1=NC=CC=C1C=1C(=NC(=NC1)N)[Sn](CCCC)(CCCC)CCCC (2-methylpyridin-3-yl)-4-(tributylstannyl)pyrimidin-2-amine